tert-butyl 6-(difluoromethyl)-8-(((1S,2S,3S,4R)-2,3-dihydroxy-4-(4-methyl-7H-pyrrolo[2,3-d]pyrimidin-7-yl)cyclopentyl)oxy)-5-fluoro-3,4-dihydroisoquinoline-2(1H)-carboxylate FC(C=1C(=C2CCN(CC2=C(C1)O[C@@H]1[C@H]([C@H]([C@@H](C1)N1C=CC2=C1N=CN=C2C)O)O)C(=O)OC(C)(C)C)F)F